2-(2-((6-chlorohexyl)oxy)ethoxy)ethan-1-aminium chloride [Cl-].ClCCCCCCOCCOCC[NH3+]